COC=1C=C(C=C(C1SCC1=CC=C(C=C1)OC)OC)C1CN(CCO1)C(=O)OC(C)(C)C tert-butyl 2-(3,5-dimethoxy-4-{[(4-methoxyphenyl)methyl]sulfanyl}phenyl)morpholine-4-carboxylate